((2-(((S)-3,3-dimethyl-1-oxo-1-((S)-2-((5-phenylthiazol-2-yl)carbamoyl)piperidin-1-yl)butan-2-yl)carbamoyl)benzo[b]thiophen-5-yl)difluoromethyl)phosphonic acid CC([C@@H](C(N1[C@@H](CCCC1)C(NC=1SC(=CN1)C1=CC=CC=C1)=O)=O)NC(=O)C1=CC2=C(S1)C=CC(=C2)C(F)(F)P(O)(O)=O)(C)C